ClC1=NC2=CC=C(C=C2C(=C1)NCCC1=CC=C(C=C1)[N+](=O)[O-])OC1=CC=CC=C1 2-chloro-N-(4-nitrophenethyl)-6-phenoxyquinolin-4-amine